FC1=C(C=CC=C1)NC=1N=C2C(=NC1NC1=CC(=CC(=C1)C(F)(F)F)C(F)(F)F)NC(=N2)C(F)(F)F N5-(2-fluorophenyl)-N6-(3,5-bis(trifluoromethyl)phenyl)-2-(trifluoromethyl)-1H-imidazo[4,5-b]pyrazine-5,6-diamine